C(C1=CC=CC=C1)(=O)N1CCC(CC1)/C=C/C(=O)N1C(C=CCC1)=O 1-[(2E)-3-(1-benzoylpiperidin-4-yl)prop-2-enoyl]-5,6-dihydropyridin-2(1H)-one